C1(CCC1)OC=1C=C2C(=NNC(C2=CC1)=O)CC1=CC(=C(C=C1)F)C(=O)N1CCN(CC1)C1=NC=C(C=C1)CO 6-cyclobutoxy-4-(4-fluoro-3-(4-(5-(hydroxymethyl)pyridin-2-yl)piperazine-1-carbonyl)benzyl)phthalazin-1(2H)-one